2,3-dibenzyloxy-tetradecyl-benzyl alcohol C(C1=CC=CC=C1)OC(CC(C1=CC=CC=C1)O)C(CCCCCCCCCCC)OCC1=CC=CC=C1